tert-butyl 2-methyl-4-methylsulfonyl-piperidine-1-carboxylate CC1N(CCC(C1)S(=O)(=O)C)C(=O)OC(C)(C)C